ClC1=CC=C(C=C1)C(N1C(CN(CC1)C1=C(C(N(C=2C=CC(=NC12)C#N)C)=O)Cl)C)C1=CC=C(C=C1)Cl 8-(4-(bis(4-chlorophenyl)methyl)-3-methylpiperazin-1-yl)-7-chloro-5-methyl-6-oxo-5,6-dihydro-1,5-naphthyridine-2-carbonitrile